N1C=C(C2=CN=CC=C12)C(C(=O)OC)=O Methyl (5-azaindol-3-yl)-oxoacetate